4-[7-(3-aminoisoquinolin-1-yl)-6-chloroquinazolin-4-yl]Piperazine NC=1N=C(C2=CC=CC=C2C1)C1=C(C=C2C(=NC=NC2=C1)N1CCNCC1)Cl